4-morpholino-N-(4-phenylthiazol-2-yl)benzamide O1CCN(CC1)C1=CC=C(C(=O)NC=2SC=C(N2)C2=CC=CC=C2)C=C1